benzyl (3S)-4-[[1-[(1-tert-butoxycarbonyl-4-fluoro-4-piperidinyl) methyl]-4-piperidinyl] methyl]-3-methyl-piperazine-1-carboxylate C(C)(C)(C)OC(=O)N1CCC(CC1)(F)CN1CCC(CC1)CN1[C@H](CN(CC1)C(=O)OCC1=CC=CC=C1)C